6-methyl-5-octene CC(=CCCCC)CC